(pyridin-4-ylmethyl)thieno[3,2-d][1,2,3]triazin-4-amine N1=CC=C(C=C1)CC1=CC=2N=NN=C(C2S1)N